NC[C@]1([C@H](CN(C1)S(=O)(=O)C1=NC=C(C=C1)Cl)OC1=CC(=C(C#N)C=C1)F)O 4-(((3s,4s)-4-(aminomethyl)-1-((5-chloropyridin-2-yl)sulfonyl)-4-hydroxypyrrolidin-3-yl)oxy)-2-fluorobenzonitrile